COC1=CC=CC=2COC(C21)=O 4-methoxy-2-benzofuran-3(2H)-one